C1=CC(=CC(=C1)C(=O)[O-])C(=O)CC[C@@H]2[C@H]([C@H]([C@@H](O2)N3C=NC4=C3N=CNC4=O)O)O The molecule is a 5-oxo monocarboxylic acid anion that is the conjugate base of futalosine. It is a conjugate base of a futalosine.